ClC1=CC(=CC=2N(C(=NC21)CO)CCN2C(=NC=C2)C)C(=O)OC Methyl 4-chloro-2-(hydroxymethyl)-1-(2-(2-methyl-1H-imidazol-1-yl)ethyl)-1H-benzo[d]imidazole-6-carboxylate